N1-(4-(((4-((2-(2,6-dioxopiperidin-3-yl)-1,3-dioxoisoindolin-4-yl)amino)butyl)(methyl)amino)methyl)phenyl)-N8-hydroxyoctanediamide O=C1NC(CCC1N1C(C2=CC=CC(=C2C1=O)NCCCCN(C)CC1=CC=C(C=C1)NC(CCCCCCC(=O)NO)=O)=O)=O